4-[4-(1,3-benzooxazol-2-yl)piperidin-1-yl]-7-methoxy-1-methyl-2-oxo-1,2-dihydroquinoline-3-carbonitrile O1C(=NC2=C1C=CC=C2)C2CCN(CC2)C2=C(C(N(C1=CC(=CC=C21)OC)C)=O)C#N